N-((3S,4S)-3-((6-(2,6-dichloro-3,5-di-methoxyphenyl)-8-(((tetrahydrofuran-3-yl)methyl)amino)pyrido[3,4-d]pyrimidin-2-yl)amino)tetrahydro-2H-pyran-4-yl)acrylamide ClC1=C(C(=C(C=C1OC)OC)Cl)C1=CC2=C(N=C(N=C2)N[C@@H]2COCC[C@@H]2NC(C=C)=O)C(=N1)NCC1COCC1